BrC=1C=C(N(C1)C)C(=O)OC methyl 4-bromo-1-methyl-1H-pyrrole-2-carboxylate